ClC1=C(C=C(C=C1)NC(=O)N1[C@@H]2C[C@H](C[C@]1(C2)C=2OC(=NN2)C)C)C=2N=NC=CN2 (1S,3R,5R)-N-(4-chloro-3-(1,2,4-triazin-3-yl)phenyl)-3-methyl-1-(5-methyl-1,3,4-oxadiazol-2-yl)-6-azabicyclo[3.1.1]heptane-6-carboxamide